8-(1,1':4',1''-terphenyl-3-yl)-4-[3-(dibenzothiophen-4-yl-1,2,3,6,7,8,9-d7)phenyl]-[1]benzofuro[3,2-d]pyrimidine C1(=CC(=CC=C1)C=1C=CC2=C(C1)C=1N=CN=C(C1O2)C2=CC(=CC=C2)C2=C(C(=C(C1=C2SC2=C1C(=C(C(=C2[2H])[2H])[2H])[2H])[2H])[2H])[2H])C2=CC=C(C=C2)C2=CC=CC=C2